ClC=1C=2N(C=C(N1)C)C=C(N2)NC(=O)C2=C(C=C(C1=CN(N=C21)C)N2CCC(CC2)NCC)F N-(8-chloro-6-methyl-imidazo[1,2-a]-pyrazin-2-yl)-4-[4-(ethylamino)-1-piperidyl]-6-fluoro-2-methyl-indazole-7-carboxamide